(R)-N-(1-(3-(1,1-difluoro-2-methoxyethyl)-2-fluorophenyl)ethyl)-7-methoxy-6-(2-Methoxyethoxy)-2-methylquinazolin-4-amine FC(COC)(F)C=1C(=C(C=CC1)[C@@H](C)NC1=NC(=NC2=CC(=C(C=C12)OCCOC)OC)C)F